FC1=C(CC2COC3(N(C2=O)C2=CC=CC=C2)C=CC(C=C3)=O)C(=CC=C1)C(F)(F)F 3-(2-fluoro-6-trifluoromethyl-benzyl)-5-phenyl-1-oxa-5-azaspiro[5.5]undec-7,10-diene-4,9-dione